N1C(CCC1C(=O)[O-])=O 2-Pyrrolidone-5-Carboxylate